CC(C(=O)OC(C)OC(=O)N1CCN(CC1)C1=CC=C(C=C1)NC(C1=CC(=C(C=C1)C)NC1=NC=CC(=N1)C=1C=NC=CC1)=O)(C)C 4-{4-[4-Methyl-3-(4-pyridin-3-yl-pyrimidin-2-ylamino)-benzoylamino]-phenyl}-piperazine-1-carboxylic acid 1-(2,2-dimethyl-propionyloxy)-ethyl ester